C1(=CC=CC=C1)C=1C(=C(C=CC1)[Zr](C1=CC=CC=C1)(C1C2=CC(=CC=C2C=2C=CC(=CC12)C(C)(C)C)C(C)(C)C)(C1C=CC=C1)=C)C1CCCC1 (Phenyl)(cyclopentyl)methylene(cyclopentadienyl)(2,7-di-tert-butylfluoren-9-yl)diphenylzirconium